OC(CC(=O)[O-])(C(CCCCCCCCCC)C(=O)[O-])C(=O)[O-].[NH4+].[NH4+].[NH4+] ammonium 2-hydroxy-1,2,3-tridecanetricarboxylate